C(C=C)(=O)N1C[C@@H](N(CC1)C=1C2=C(N(C(N1)=O)C=1C(=NC=CC1C)C(C)C)N=C(C(=C2)F)C2=C(C=CC=C2O)F)C 4-((S)-4-acryloyl-2-methyl-piperazin-1-yl)-6-fluoro-7-(2-fluoro-6-hydroxyphenyl)-1-(2-isopropyl-4-methylpyridin-3-yl)pyrido[2,3-d]pyrimidin-2(1H)-one